N1CC(C1)OC1CCN(CC1)CCCCCOC=1C=C2C(N(C(C2=CC1)=O)C1C(NC(CC1)=O)=O)=O 5-[5-[4-(azetidin-3-yloxy)-1-piperidyl]pentoxy]-2-(2,6-dioxo-3-piperidyl)isoindoline-1,3-dione